C(C1=CC=CC=C1)OC(=O)N1CC(C1)CO[C@@H]1[C@@H](CN(CC1)C(=O)OC(C)(C)C)F 1-Tert-butyl (3R,4S)-4-[(1-benzyloxycarbonylazetidin-3-yl)methoxy]-3-fluoro-piperidine-1-carboxylate